ClS(=O)(=O)C1=CN=CC(=N1)C(=O)OC Methyl 6-chlorosulfonylpyrazine-2-carboxylate